7-bromo-2,3-dihydroquinoxaline-1-carboxylate BrC1=CC=C2NCCN(C2=C1)C(=O)[O-]